N[C@@H](C(=O)N[C@H]1CC=2N(C3=C(C1)C=C(C=C3)Cl)C(=NN2)[C@@H]2CC[C@H](CC2)OC2=NC=CC=C2)C2=CC=CC=C2 (2R)-2-Amino-N-{(5R)-8-chloro-1-[trans-4-(pyridin-2-yloxy)cyclohexyl]-5,6-dihydro-4H-[1,2,4]triazolo[4,3-a][1]benzazepin-5-yl}-2-phenylacetamid